(2S)-2-(benzyloxycarbonylamino)-3-isopropoxy-propionic acid C(C1=CC=CC=C1)OC(=O)N[C@H](C(=O)O)COC(C)C